tert-butyl N-[(2S)-1-[4-(benzylamino)-3-bromothieno[3,2-c]pyridazin-6-yl]propan-2-yl]carbamate C(C1=CC=CC=C1)NC=1C2=C(N=NC1Br)C=C(S2)C[C@H](C)NC(OC(C)(C)C)=O